C(C1=CC=CC=C1)N1C=CC2=CC=C(C=C12)C=1C=C(C(=O)NCCO)C=CC1 3-(1-benzyl-1H-indol-6-yl)-N-(2-hydroxyethyl)benzamide